The molecule is a hydrochloride that is the monohydrochloride salt of clenbuterol. It has a role as a bronchodilator agent, a beta-adrenergic agonist and a sympathomimetic agent. It contains a clenbuterol(1+). CC(C)(C)NCC(C1=CC(=C(C(=C1)Cl)N)Cl)O.Cl